IC=1NC2=CC=CC(=C2C1)F 2-iodo-4-fluoroindole